C=1(C(C(C=CC1)=N)=N)C1=CC=CC=C1 biphenyl bisimine